C(C)(C)(C)OC(=O)N[C@H](C(=O)OCC)CCC(C)=O ethyl (S)-2-((tert-butoxycarbonyl) amino)-5-oxohexanoate